NC1=C(C=C(C=N1)NC(C(=O)N1[C@H](CC[C@@H](C1)C)C=1C=CC2=C(N=C(S2)C2CCN(CC2)C2COC2)C1)=O)CC N-(6-amino-5-ethylpyridin-3-yl)-2-((2R,5S)-5-methyl-2-(2-(1-(oxetan-3-yl)piperidin-4-yl)benzo[d]thiazol-5-yl)piperidin-1-yl)-2-oxoacetamide